ClC1=C(CN2CCCC2)C=C(C=C1)I 1-(2-chloro-5-iodobenzyl)pyrrolidine